2-Cyclopentyl-4-(3-cyclopropyl-5H-pyrrolo[2,3-b]pyrazin-5-yl)-N-((trifluoromethyl)sulfonyl)benzamide C1(CCCC1)C1=C(C(=O)NS(=O)(=O)C(F)(F)F)C=CC(=C1)N1C=CC=2C1=NC(=CN2)C2CC2